ClC=1C=C2C(=C3C4(NC(NC13)=O)CCCCC4)OC(=C2)C(=O)NCCC 5'-chloro-7'-oxo-N-propyl-7',8'-dihydro-6'H-spiro[cyclohexane-1,9'-furo[2,3-f]quinazoline]-2'-carboxamide